FC=1C=C2C(=C(NC2=CC1)C(C(CC)C)=O)I 1-(5-Fluoro-3-iodo-1H-indol-2-yl)-2-methylbutan-1-one